C(#N)C1=NC(=NC=C1)OC1=CC=C(C=C1)C(C)(C)C1=CC=C(OC2CC(C2)NC(OC(C)(C)C)=O)C=C1 tert-butyl ((1r,3r)-3-(4-(2-(4-((4-cyanopyrimidin-2-yl)oxy)phenyl)propan-2-yl) phenoxy)cyclobutyl)carbamate